COC=1C=C2CCN(CC2=CC1NC1=NC2=CC(=CC=C2C=N1)N(C)C[C@@H]1CNC(O1)=O)C |r| (S and R)-5-{[{2-[(6-methoxy-2-methyl-1,2,3,4-tetrahydroisoquinolin-7-yl)amino]quinazolin-7-yl}(methyl)amino]methyl}-1,3-oxazolidin-2-one